ClC=1C=C(C=O)C(=CN1)O 2-CHLORO-5-HYDROXYISONICOTINALDEHYDE